OC1=CC=C(C=C1)/C(=C(\CC)/C1=CC=CC=C1)/C1=CC=C(OCCN2CCC(CC2)CCCNC=2C=C3CN(C(C3=CC2)=O)C2C(NC(CC2)=O)=O)C=C1 (Z)-3-(5-((3-(1-(2-(4-(1-(4-hydroxyphenyl)-2-phenylbut-1-en-1-yl)phenoxy)ethyl)piperidin-4-yl)propyl)amino)-1-oxoisoindolin-2-yl)piperidine-2,6-dione